icosyl-(2E)-3-(4-hydroxy-3-methoxyphenyl)-prop-2-enoate C(CCCCCCCCCCCCCCCCCCC)OC(\C=C\C1=CC(=C(C=C1)O)OC)=O